(rac)-N-(5-(5-(2-cyclopropyl-2-hydroxypropoxy)-2-methylpyridin-4-yl)pyrazolo[1,5-a]pyridin-2-yl)cyclopropanecarboxamide C1(CC1)[C@@](COC=1C(=CC(=NC1)C)C1=CC=2N(C=C1)N=C(C2)NC(=O)C2CC2)(C)O |r|